N1=C(C=NC=C1)/C=C/C=O (E)-3-pyrazin-2-yl-prop-2-enal